4-amino-3,5-dimethylbenzenesulfonic acid NC1=C(C=C(C=C1C)S(=O)(=O)O)C